C(C)(CC)O sec.-Butanol